Cl.COC=1C=2COCC3CNCCC(=CC1)C32 6-Methoxy-3-oxa-12-azatricyclo[7.4.1.05,14]tetradeca-5(14),6,8-triene hydrochloride